S1C2=C(C=C1C1=CC=C(C=C1)O)C=CC=C2 4-(benzo[b]thiophen-2-yl)phenol